2,5-dihydroxyphenylphosphine oxide OC1=C(C=C(C=C1)O)[PH2]=O